(2,5-Diethylfuran-3-yl)-1-{[(3R)-1-methylpiperidin-3-yl][1-(propan-2-yl)-1H-pyrazol-4-yl]sulfamoyl}urea C(C)C=1OC(=CC1N(C(=O)N)S(N(C=1C=NN(C1)C(C)C)[C@H]1CN(CCC1)C)(=O)=O)CC